Cl[Cu-2]=C1N(C=CN1C1=C(C=CC=C1C(C)C)C(C)C)C1=C(C=CC=C1C(C)C)C(C)C chloro[1,3-bis(2,6-diisopropylphenyl)imidazol-2-ylidene]copper (I)